Cl.COC=1C=C2C(=CC=NC2=CC1)[C@H]1CN(C(O1)=O)C1CCNCC1 (S)-5-(6-Methoxyquinolin-4-yl)-3-(piperidin-4-yl)oxazolidin-2-one hydrochloride